ClC1=CC=C(C=C1)C1=C(C(=CC=C1)S(=O)(=O)NC1=C(C=C(C(=O)OC)C=C1)OC)F methyl 4-{4'-chloro-2-fluoro-[1,1'-biphenyl]-3-sulfonylamino}-3-methoxybenzoate